vinyl-tri(ethoxymethoxy)silane benzyl-(S)-4-((2-methoxyethyl)(4-(5,6,7,8-tetrahydro-1,8-naphthyridin-2-yl)butyl)amino)-2-(quinazolin-4-ylamino)butanoate C(C1=CC=CC=C1)OC([C@H](CCN(CCCCC1=NC=2NCCCC2C=C1)CCOC)NC1=NC=NC2=CC=CC=C12)=O.C(=C)[Si](OCOCC)(OCOCC)OCOCC